acetyl-9-O-lactyl-neuraminic acid C(C)(=O)C1C(C(O)=O)(O)O[C@H]([C@@H]([C@H]1O)N)[C@H](O)[C@H](O)COC(C(O)C)=O